diacryl phthalate C(C=1C(C(=O)OC(=O)C=C)=CC=CC1)(=O)OC(=O)C=C